NC1=NC=CC=C1C1=NC=2C(=C3C(=NC2)NC=C3)N1C1CCC(CC1)CC#N 2-((1r,4r)-4-(2-(2-aminopyridin-3-yl)imidazo[4,5-d]pyrrolo[2,3-b]pyridin-1(6H)-yl)cyclohexyl)acetonitrile